C(CCCCC(C)C)OC(C(=C(C1=CC=CC=C1)C1=CC=CC=C1)C#N)=O.CC1C(C(CC1)=O)(Cl)CCCCC methyl-2-pentyl-2-chloro-cyclopentanone isooctyl-α-cyano-β,β-diphenylacrylate